CC1=C(C=C(C=C1)NC1CN(C1)C(=O)OC(C)(C)C)C(NC(C)C1=CC=CC=2CCCCC12)=O tert-butyl 3-((4-methyl-3-((1-(5,6,7,8-tetrahydronaphthalen-1-yl)ethyl) carbamoyl)phenyl)amino)azetidine-1-carboxylate